ethyl 5-[2-(4-ethoxycarbonyl-4-methylpentyl)-phenyl]-2,2-dimethylvalerate C(C)OC(=O)C(CCCC1=C(C=CC=C1)CCCC(C(=O)OCC)(C)C)(C)C